O=S1(N=C(C2=C1C=CC=C2)NC2=CC1=C(N(C(N1C)=O)C)C=C2)=O 5-((1,1-dioxidobenzo[d]isothiazol-3-yl)amino)-1,3-dimethyl-1H-benzo[d]imidazol-2(3H)-one